ClC1=CC=C(C(=N1)C(=O)O)NC(C)C=1C=C(C=C2C(C(=C(OC12)C=1C=CC=2N(C1)C=C(N2)C)C)=O)C 6-Chloro-3-[1-[3,6-dimethyl-2-(2-methylimidazo[1,2-a]pyridin-6-yl)-4-oxo-chromen-8-yl]ethylamino]pyridine-2-carboxylic acid